ClC1=CC(=C(C=C1)O)\C=C(/CC1=CC(=CC=C1)OC)\[N+](=O)[O-] (E)-4-chloro-2-(3-(3-methoxyphenyl)-2-nitroprop-1-en-1-yl)phenol